FC1=C(C=C2C(=CN(C(C2=C1)=O)C1=CC(=NC=C1C)OC)C(C)C)C=1N=C(N(C1)C)C(C)(C)O 7-Fluoro-6-(2-(2-hydroxypropan-2-yl)-1-methyl-1H-imidazol-4-yl)-4-isopropyl-2-(2-methoxy-5-methylpyridin-4-yl)isoquinolin-1(2H)-one